COC=1C=C(C=C(C1OC)OC)C1=NC=CC=C1 2-(3,4,5-trimethoxyphenyl)pyridin